FC=1C=C(C=CC1S(=O)(=O)C)C1=NC2=C(N1C)C=CC=C2C 2-(3-fluoro-4-(methylsulfonyl)phenyl)-1,4-dimethyl-1H-benzo[d]imidazole